N-{3-[8-bromo-3-(2,2,2-trifluoroethyl)imidazo[1,2-a]pyridin-2-yl]prop-2-yn-1-yl}-4-methanesulfonylaniline BrC=1C=2N(C=CC1)C(=C(N2)C#CCNC2=CC=C(C=C2)S(=O)(=O)C)CC(F)(F)F